CC(CC(C)(C)C)(C)C1=CC=C(C=C1)O 4-(1,1,3,3-Tetra-methylbutyl)-phenol